(4aR,8aS)-6-[3-[4-[2-(2-Fluoroethyl)pyrazol-3-yl]phenyl]azetidine-1-carbonyl]-4,4a,5,7,8,8a-hexahydropyrido[4,3-b][1,4]oxazin-3-one FCCN1N=CC=C1C1=CC=C(C=C1)C1CN(C1)C(=O)N1C[C@@H]2[C@@H](OCC(N2)=O)CC1